C(CCCCCCCCCCC)N(C(C=C)=O)CCCCCCCCCCCC N,N-di(dodecyl)acrylamide